methyl 4-(bis(4-methoxybenzyl)amino)-1-(2,6-dimethyl-4-nitrophenyl)-6-oxo-1,6-dihydropyrimidine-5-carboxylate COC1=CC=C(CN(C=2N=CN(C(C2C(=O)OC)=O)C2=C(C=C(C=C2C)[N+](=O)[O-])C)CC2=CC=C(C=C2)OC)C=C1